glycine tertbutylester C(C)(C)(C)OC(CN)=O